N-(8-(2-((3-(2,6-dioxopiperidin-3-yl)-2-methylquinolin-6-yl)amino)acetamido)octyl)acetamide O=C1NC(CCC1C=1C(=NC2=CC=C(C=C2C1)NCC(=O)NCCCCCCCCNC(C)=O)C)=O